6-bromo-3,3-dimethyl-2,4-dihydro-1H-quinoline BrC=1C=C2CC(CNC2=CC1)(C)C